BrC1=NN(C(=C1)CCOCCO)C1CC1 2-(2-(3-bromo-1-cyclopropyl-1H-pyrazol-5-yl)ethoxy)ethan-1-ol